FC1=C(CN2N=C(N=C2)C(=O)NC2C(N(C3=C(OC2)C=CC(=C3)CCC(=O)O)C)=O)C=CC=C1 3-(3-(1-(2-fluorobenzyl)-1H-1,2,4-triazole-3-carboxamido)-5-methyl-4-oxo-2,3,4,5-tetrahydrobenzo[b][1,4]oxazepin-7-yl)propanoic acid